C1(CC1)NC(=O)C1=NC(=CN=C1)C=1C=C2C(=NC=NC2=CC1)N[C@H](C)C1=CC=CC=C1 (R)-N-cyclopropyl-6-(4-((1-phenylethyl)amino)quinazolin-6-yl)pyrazine-2-carboxamide